Cl.N[C@@H](C)C=1N=CC(=NC1)C#N (S)-5-(1-aminoethyl)pyrazine-2-carbonitrile hydrochloride